COC=1C=C(CN2N=CC3=C(C2=O)N(C2=C3SC(=N2)C=O)C)C=CC1 (3-methoxybenzyl)-4-methyl-5-oxo-5,6-dihydro-4H-thiazolo[5',4':4,5]Pyrrolo[2,3-d]Pyridazine-2-carbaldehyde